(1R,5S,6r)-3-azabicyclo[3.1.0]Hexane-6-Yl-(4-methyl-1,3-Thiazol-2-Yl)Methanone TFA salt OC(=O)C(F)(F)F.[C@H]12CNC[C@@H]2C1C(=O)C=1SC=C(N1)C